ClC1=C(C=CC(=C1)Cl)S(=O)(=O)N1CC(C1)(C(=O)OCC)C(=O)OCC diethyl 1-((2,4-dichlorophenyl)sulfonyl)azetidine-3,3-dicarboxylate